tert-butyl (S)-(5-amino-6-(methylamino)-6-oxohexyl)carbamate N[C@@H](CCCCNC(OC(C)(C)C)=O)C(=O)NC